N-[(1R)-1-(3'-fluoro-5'-methoxybiphenyl-3-yl)ethyl]-6,7-dimethoxy-2-methylquinazolin-4-amine FC=1C=C(C=C(C1)OC)C1=CC(=CC=C1)[C@@H](C)NC1=NC(=NC2=CC(=C(C=C12)OC)OC)C